ClC=1C2=CC=CC=C2C=2C=C(C=CC2C1)C1=CC=CC=C1 9-chloro-3-phenylphenanthrene